NC=1C=2N(C=CN1)C(=NC2C2=CC=C(C=C2)C(C)(O)C2C1CCC(C2)CC1)[C@H]1CN2C(CC[C@@H]2CC1)=O (6R,8aS)-6-{8-Amino-1-[4-(1-bicyclo[2.2.2]oct-2-yl-1-hydroxyethyl)phenyl]imidazo[1,5-a]pyrazin-3-yl}hexahydroindolizin-3(2H)-on